CC1=NC2=CC=CC(=C2C(N1C1C(NC(CC1)=O)=O)=O)NCC1=CC=C(C=C1)CN1CC(C1)C1=CC=NC=C1 3-(2-methyl-4-oxo-5-((4-((3-(pyridin-4-yl)azetidin-1-yl)methyl)benzyl)amino)quinazolin-3(4H)-yl)piperidine-2,6-dione